ClC1=C2C=C(C=NC2=NC(=C1)C1=CC2=CN(N=C2C(=C1OCOC)C)C)N1C[C@H](N([C@H](C1)C)C(=O)OC(C)(C)C)C tert-butyl (2R,6S)-4-{5-chloro-7-[6-(methoxymethoxy)-2,7-dimethylindazol-5-yl]-1,8-naphthyridin-3-yl}-2,6-dimethylpiperazine-1-carboxylate